ClCC(=O)N[C@]1([C@H](CCCC1)O)C1=CC(=CC=C1)Cl 2-chloro-N-((1S,2S)-2-hydroxy-1-(3-chlorophenyl)cyclohexyl)acetamide